4,4'-bis(methoxycarbonyl)-2,2'-bipyridine COC(=O)C1=CC(=NC=C1)C1=NC=CC(=C1)C(=O)OC